(S)-1-((S)-2-Amino-3-phenylpropanoyl)-N-((S)-1-phenyl-2-(pyridin-2-yl)ethyl)pyrrolidine-2-carboxamide N[C@H](C(=O)N1[C@@H](CCC1)C(=O)N[C@@H](CC1=NC=CC=C1)C1=CC=CC=C1)CC1=CC=CC=C1